FC(C(=O)O)(F)F.BrC=1N=C2C(=NC1C)N(C(=C(C2=O)N2CCNCC2)CC)CC(=O)NC2=C(C=C(C=C2)C(F)(F)F)Cl 2-(2-bromo-6-ethyl-3-methyl-8-oxo-7-piperazin-1-yl-pyrido[2,3-b]pyrazin-5-yl)-N-[2-chloro-4-(trifluoromethyl)phenyl]acetamide trifluoroacetate